1-[4-(2-Amino-pyridin-4-yloxy)-2-fluoro-phenyl]-3-(5-tert-butyl-2-chloro-phenyl)-urea NC1=NC=CC(=C1)OC1=CC(=C(C=C1)NC(=O)NC1=C(C=CC(=C1)C(C)(C)C)Cl)F